OC1=CC=C(C=C1)C(C=CC1=CC=C(C=C1)OCCCCC)=O 1-(4-Hydroxy-phenyl)-3-(4-pentyloxy-phenyl)-prop-2-en-1-one